O=C1NC(CCC1NC=1C=C(C=CC1)NC(C)=O)=O N-(3-(2,6-dioxopiperidin-3-ylamino)phenyl)acetamide